5,6,7,8-tetrahydroimidazo[1,2-a]pyridin-6-ol N=1C=CN2C1CCC(C2)O